C(CC)OC1=CC=C(OC(=O)NC=2C=C3C(=CNC3=CC2)C2CCN(CC2)C(C)CC)C=C1 5-(4-propoxyphenoxy)carbonylamino-3-(1-(sec-butyl)piperidin-4-yl)-1H-indole